CN1C(=CC=C1)\C(\C(\C)=N\NC(NC)=S)=N/NC(NC)=S (2E,2'E)-2,2'-(1-(1-methyl-1H-pyrrol-2-yl)propane-1,2-diylidene)bis(N-methylhydrazine-1-carbothioamide)